(N,N-Dimethylaminopropyl)trimethoxysilane CN(C)CCC[Si](OC)(OC)OC